O(S(=O)(=O)C(F)(F)F)C1=NC=CC2=C3C(=C4C(=C12)C=CC(=C4)C(C)(C)C)C=C(C=C3)C(C)(C)C 7,10-Di-tert-butyldibenzo[f,h]isoquinolin-1-yl triflate